Rhodium (II) ACETATE C(C)(=O)[O-].[Rh+2].C(C)(=O)[O-]